(2S,5R)-1-(((9H-fluoren-9-yl)methoxy)carbonyl)-5-(m-tolyl)pyrrolidine C1=CC=CC=2C3=CC=CC=C3C(C12)COC(=O)N1CCC[C@@H]1C=1C=C(C=CC1)C